N,N'-(oxybis(ethane-2,1-diyl))bis(N-methylbutan-2-amine) O(CCN(C(C)CC)C)CCN(C(C)CC)C